Butanediol adipate CCC1C(OC(=O)CCCCC(=O)O1)(O)O